IN(C)C N-iododimethyl-amine